ClC1=C(C=C(C=2C3=C(NC12)CCN(C3)C(=O)C3=NC=C(C=N3)OC)C3=NN(C=C3)C)Cl [6,7-dichloro-9-(1-methylpyrazol-3-yl)-1,3,4,5-tetrahydropyrido[4,3-b]indol-2-yl]-(5-methoxypyrimidin-2-yl)methanone